C(C)OC(C(C)(C)OC1=C(C=C(C=C1Cl)CN1N=CN(C1=O)C1=CC=C(C=C1)C(F)(F)F)Cl)=O 2-(2,6-dichloro-4-((5-oxo-4-(4-(trifluoromethyl)phenyl)-4,5-dihydro-1H-1,2,4-triAzol-1-yl)methyl)phenoxy)-2-methylpropionic acid ethyl ester